methyl octadecadienylaminopropionate C(=CC=CCCCCCCCCCCCCCC)NC(C(=O)OC)C